6-amino-N-(7-{9-amino-4,10-dioxa-7-azadispiro[2.1.45.23]undecan-7-yl}-2H,3H,4H-pyrano[2,3-b]pyridin-3-yl)-2-methylthieno[2,3-d][1,3]thiazole-5-carboxamide NC1=C(SC=2N=C(SC21)C)C(=O)NC2CC=1C(=NC(=CC1)N1CC3(OC4(CC4)CO3)C(C1)N)OC2